C1(CC1)N1C[C@@H](CC1)N (R)-1-cyclopropylpyrrolidin-3-amine